[Si]=O.[Mn].[Cu] Copper-Manganese-Silicon Oxide